2-(4-{2-[4-(1,2-dicarbamoylethyl)phenoxy]ethoxy}phenyl)butanediamide C(N)(=O)C(CC(N)=O)C1=CC=C(OCCOC2=CC=C(C=C2)C(C(=O)N)CC(=O)N)C=C1